(2S,4R)-N-((R)-1-(4-carbamimidoylthiophen-2-yl)ethyl)-1-((5,5-dioxidodibenzo[b,d]thiophene-2-carbonyl)glycyl)-4-fluoro-4-(fluoromethyl)pyrrolidine-2-carboxamide C(N)(=N)C=1C=C(SC1)[C@@H](C)NC(=O)[C@H]1N(C[C@](C1)(CF)F)C(CNC(=O)C1=CC2=C(S(C3=C2C=CC=C3)(=O)=O)C=C1)=O